C(#N)C1=C(OC=2C=C3C(N(C=NC3=CC2)C2COC3(C2)CCNCC3)=O)C(=CC=C1NS(N(C)CC)(=O)=O)F 3-[6-[2-cyano-3-[[ethyl(methyl)sulfamoyl]amino]-6-fluoro-phenoxy]-4-oxo-quinazolin-3-yl]-1-oxa-8-azaspiro[4.5]decane